(R)-tert-Butyl 3-(((6-bromo-3-fluoropyridin-2-yl)methoxy)methyl)piperazine-1-carboxylate BrC1=CC=C(C(=N1)COC[C@H]1CN(CCN1)C(=O)OC(C)(C)C)F